N-({5-chloro-6-[(1,3-thiazol-4-yl)methoxy]-2-indolyl}methyl)3,3-difluorocyclobutanecarboxamide ClC=1C=C2C=C(NC2=CC1OCC=1N=CSC1)CNC(=O)C1CC(C1)(F)F